thiodiethylene glycol bis[(3,5-di-tert-butyl)-4-hydroxyphenyl]propionate C(C)(C)(C)C=1C=C(C=C(C1O)C(C)(C)C)C(C(=O)OCCSCCO)(C)C1=CC(=C(C(=C1)C(C)(C)C)O)C(C)(C)C